N-(1-methyl-2-oxo-1H-pyridin-3-yl)-5-(m-phenoxyphenyl)-1-{[2-(trimethylsilyl)ethoxy]Methyl}-1H-imidazole-2-carboxamide CN1C(C(=CC=C1)NC(=O)C=1N(C(=CN1)C1=CC(=CC=C1)OC1=CC=CC=C1)COCC[Si](C)(C)C)=O